4-((S)-3-phenylisoxazolidin-2-yl)-5-(trifluoromethyl)-N-(4-((3S,5R)-3,4,5-trimethyl-piperazin-1-yl)phenyl)pyrimidin-2-amine C1(=CC=CC=C1)[C@H]1N(OCC1)C1=NC(=NC=C1C(F)(F)F)NC1=CC=C(C=C1)N1C[C@@H](N([C@@H](C1)C)C)C